N-(cyclohexyl)formylformamide C1(CCCCC1)C(=O)NC=O